B(O)(O)O.C1=CC=CC2=CC=CC=C12.C1=CC=CC2=CC=CC=C12 bis(naphthalene) borate